FC(C=1C=C(C=C(C1)C(F)(F)F)NC(NC1=CC=C(C=C1)C1=NC2=CC=CN=C2C(=C1)C(=O)NC)=S)(F)F 2-(4-(3-(3,5-Bis(trifluoromethyl)phenyl)thioureido)phenyl)-N-methyl-1,5-naphthyridine-4-carboxamide